(±)-4-((5-Fluoro-4-(8-fluoroquinolin-6-yl)pyrimidin-2-yl)amino)-1-(methylsulfonyl)piperidin-3-ol FC=1C(=NC(=NC1)NC1C(CN(CC1)S(=O)(=O)C)O)C=1C=C2C=CC=NC2=C(C1)F